ClC=1C=C(C=CC1Cl)CCC(=O)N1CCC(CC1)CC(=O)N[C@@H](CC1=CC=C(C=C1)O)C(=O)OC Methyl (2-(1-(3-(3,4-dichlorophenyl)propanoyl)piperidin-4-yl)acetyl)-L-tyrosinate